C(C)(=O)O[C@H]1[C@@H](OC2=CC=C(C=C2)OC)O[C@@H]([C@H]([C@@H]1OC(C)=O)OC(C)=O)COC(C)=O p-methoxyphenyl 2,3,4,6-tetra-O-acetyl-α-D-glucopyranoside